4-cyclopropyloxazole C1(CC1)C=1N=COC1